4-[5-(aminomethyl)pyridin-2-yl]-3-(5-ethyl-2-methylpyrazol-3-yl)oxybenzonitrile NCC=1C=CC(=NC1)C1=C(C=C(C#N)C=C1)OC=1N(N=C(C1)CC)C